C1(CC1)C1=CC2=C(N(C(N=C2N2[C@H](CN(CC2)C(=O)OC(C)(C)C)C)=O)C=2C(=NC=CC2C)C(C)C)N=C1C1=CC=C(C=C1)F tert-butyl (S)-4-(6-cyclopropyl-7-(4-fluorophenyl)-1-(2-isopropyl-4-methylpyridin-3-yl)-2-oxo-1,2-dihydropyrido[2,3-d]pyrimidin-4-yl)-3-methylpiperazine-1-carboxylate